OC1=CC=C(CCN2C(=NC3=NC=CN=C3C2=O)SCC(=O)NC=2SC=CN2)C=C1 2-((3-(4-Hydroxyphenethyl)-4-oxo-3,4-dihydropteridin-2-yl)thio)-N-(thiazol-2-yl)acetamide